3-fluoro-6-[(methylcyclopropyl)oxy]-4-[3-(morpholin-4-yl)prop-1-ynyl]benzene-1-carbonitrile FC=1C=C(C(=CC1C#CCN1CCOCC1)OC1(CC1)C)C#N